2-(3-Chlorophenethyl)-6-methoxy-1,2,3,4-tetrahydroisoquinoline ClC=1C=C(CCN2CC3=CC=C(C=C3CC2)OC)C=CC1